(S)-3-(2,4-dimethoxybenzyl)-1-(5-((3-methylpiperazin-1-yl)methyl)pyrazolo[1,5-a]pyridin-3-yl)dihydropyrimidine-2,4(1H,3H)-dione trifluoroacetate FC(C(=O)O)(F)F.COC1=C(CN2C(N(CCC2=O)C=2C=NN3C2C=C(C=C3)CN3C[C@@H](NCC3)C)=O)C=CC(=C1)OC